BrC=1C=C(C=CC1OC)CC(=O)OC methyl 2-(3-bromo-4-methoxyphenyl)acetate